Cl.Cl.COCCOC=1N=C(C=2N(C1)N=CC2)C2=CC(=C(C=C2)CN)C (4-(6-(2-methoxyethoxy)pyrazolo[1,5-a]pyrazin-4-yl)-2-methylphenyl)methanamine dihydrochloride